2-(2-chlorobenzoylamino)-N-(2-methylphenyl)-1,3-selenazole-5-carboxamide ClC1=C(C(=O)NC=2[Se]C(=CN2)C(=O)NC2=C(C=CC=C2)C)C=CC=C1